C(CCCCCCCCCCC)(=O)O[C@H](C)CC(CCCC)=O |r| (±)-4-oxooctan-2-yl dodecanoate